BrC=1C=C(C=C(C1)C)C(C)=O 1-(3-bromo-5-methylphenyl)ethanone